(1R,3R)-2,2-dichloro-3-(3,4-dichlorophenyl)cyclopropane-1-carboxamide ClC1([C@H]([C@@H]1C1=CC(=C(C=C1)Cl)Cl)C(=O)N)Cl